OC(CCC[C@H](CC=O)C)(C)C |r| (±)-7-hydroxy-3,7-dimethyloctanal